(S)-4-(7-methylpyrazolo[1,5-a]pyridin-2-yl)-5-(5-(trifluoromethyl)pyrimidin-2-yl)-4,5,6,7-tetrahydro-1H-imidazo[4,5-c]pyridine CC1=CC=CC=2N1N=C(C2)[C@H]2N(CCC1=C2N=CN1)C1=NC=C(C=N1)C(F)(F)F